COC=1C=CC2=C(N(C(=N2)C)C)C1CNC(C1=CC=C(C=C1)C(F)(F)F)=O N-((6-methoxy-1,2-dimethyl-1H-benzimidazol-7-yl)methyl)-4-(trifluoromethyl)-benzamide